CC(C)(C)OC(=O)N1CCC(CC1)C=1N=NC(=CC1)C=1OC(=NN1)CNC1=CC=C(C=C1)F 4-[6-(5-{[(4-fluorophenyl)amino]methyl}-1,3,4-oxadiazol-2-yl)-1,2-diazin-3-yl]hexahydropyridine-1-carboxylic acid 2-methylpropan-2-yl ester